C(C=C)[Si](C)(C)C allyl-trimethylSilane